ClC(OC1=CC=C(C=C1)NC(=O)C=1C=C2CC(N(C2=C(C1)C1=CC=NN1)C(C)C)(C(=O)N1CCOCC1)C)(F)F N-(4-(chlorodifluoromethoxy)phenyl)-1-isopropyl-2-methyl-2-(morpholine-4-carbonyl)-7-(1H-pyrazol-5-yl)indoline-5-carboxamide